ClC=1C=C(C=C(C1)[C@H]1N(CCOC1)CC1=CC=C(C=C1)OC)C1=NC(=NN1)O (R)-5-(3-chloro-5-(4-(4-methoxybenzyl)morpholin-3-yl)phenyl)-1H-1,2,4-triazol-3-ol